sodium niobium telluride [Te-2].[Nb+5].[Na+].[Te-2].[Te-2]